CCCCCCCCCCCCC(=O)OC[C@H](COP(=O)(O)OC[C@H](CO)O)OC(=O)CCCCCCCCCCC 1-tridecanoyl-2-dodecanoyl-glycero-3-phospho-(1'-sn-glycerol)